N-(6-(7-amino-5-chloro-6-fluoro-1H-indazol-4-yl)imidazo[1,2-a]pyrazin-2-yl)-2-fluorocyclopropane-1-carboxamide NC=1C(=C(C(=C2C=NNC12)C=1N=CC=2N(C1)C=C(N2)NC(=O)C2C(C2)F)Cl)F